[O-]P([O-])(=O)OP(=O)(O)O.[NH4+].[NH4+] diammonium pyrophosphate